Cl.C12COCC(CC(C1)OC1=CC(=C3C(=N1)C(=CS3)C(=O)NC)C(F)(F)F)N2 (+/-)-5-((endo-3-oxa-9-azabicyclo[3.3.1]non-7-yl)oxy)-N-methyl-7-(trifluoromethyl)thieno[3,2-b]pyridine-3-carboxamide hydrochloride